C(#N)CC1(C(C=2C=CC=C(C2C1)C(=O)OC)=O)C(=O)OC Dimethyl 2-(cyanomethyl)-1-oxo-2,3-dihydro-1H-indene-2,4-dicarboxylate